tert-butyl ((7-chloro-5-(2,4-difluorophenyl)-3,4-dihydro-2H-pyrano[2,3-b]pyridin-2-yl)methyl)(2,2,2-trifluoroethyl)carbamate ClC1=CC(=C2C(=N1)OC(CC2)CN(C(OC(C)(C)C)=O)CC(F)(F)F)C2=C(C=C(C=C2)F)F